FC1=C(C=CC(=C1)F)N1N=NC(=C1)[C@H](CC)N1C=C(C2=C1N=CN=C2N)C=2C(=NC=NC2)OC 7-{(1S)-1-[1-(2,4-difluorophenyl)-1H-1,2,3-triazol-4-yl]propyl}-5-(4-methoxypyrimidin-5-yl)-7H-pyrrolo[2,3-d]pyrimidin-4-amine